C(C1=CC=CC=C1)OCCC1C(C(CC1)=O)=O 3-(2-(benzyloxy)ethyl)cyclopentane-1,2-dione